4-(((2-(2,6-dioxopiperidin-3-yl)benzyl)(methyl)amino)methyl)-N-(4-methyl-3-((4-(pyridin-3-yl)pyrimidin-2-yl)amino)phenyl)benzamide O=C1NC(CCC1C1=C(CN(C)CC2=CC=C(C(=O)NC3=CC(=C(C=C3)C)NC3=NC=CC(=N3)C=3C=NC=CC3)C=C2)C=CC=C1)=O